5-fluoro-4-(7'-fluoro-2'-methylspiro[cyclopentane-1,3'-indole]-5'-yl)-N-(5-(1-methylpiperidin-4-yl)pyridin-2-yl)pyrimidin-2-amine FC=1C(=NC(=NC1)NC1=NC=C(C=C1)C1CCN(CC1)C)C=1C=C2C3(C(=NC2=C(C1)F)C)CCCC3